FC(C1=NN=C(O1)C=1C=CC(=NC1)CN1S(CCC2=C1C=CC=C2)(=O)=O)F 1-[[5-[5-(difluoromethyl)-1,3,4-oxadiazol-2-yl]pyridin-2-yl]methyl]-3,4-dihydro-1H-benzo[c][1,2]thiazin-2,2-dioxide